(1-(2-(3-(cyclopropylmethoxy)-4-(difluoromethoxy) phenyl)-4-((4-ethoxy-2-fluorobenzamido) methyl) oxazol-5-yl) ethyl) carbamate C(N)(OC(C)C1=C(N=C(O1)C1=CC(=C(C=C1)OC(F)F)OCC1CC1)CNC(C1=C(C=C(C=C1)OCC)F)=O)=O